ClC1=CC2=C(C=N1)C(=NN2)N2CCN(CC2)C(C)=O 1-(4-(6-Chloro-1H-pyrazolo[4,3-c]pyridin-3-yl)piperazin-1-yl)ethan-1-one